FC1(CC(C1)(C=1N=C(SC1)C1=C(C=CC(=C1)OC=1C(=C2C=CNC2=CC1F)SC)F)C=1C=C(C=CC1)CCC(=O)OC)F Methyl 3-(3-(3,3-difluoro-1-(2-(2-fluoro-5-((6-fluoro-4-(methylthio)-1H-indol-5-yl)oxy)phenyl)thiazol-4-yl)cyclobutyl)phenyl)propanoate